4-(heptadecafluorooctyl)-aniline FC(C(C(C(C(C(C(C1=CC=C(N)C=C1)(F)F)(F)F)(F)F)(F)F)(F)F)(F)F)(C(F)(F)F)F